OC=1C(=NC=C(C1)C1=CC(=NO1)C1=C(C=CC=C1)F)C(=O)NCC(=O)O 3-Hydroxy-5-(3-o-fluorophenylisoxazol-5-yl)picolinoyl-glycine